tert-butyl (S)-2-(4-((2-chloro-6-fluorophenyl)carbamoyl)-2-fluoro-5-((1,1,1-trifluoropropan-2-yl)oxy)phenyl)-5,6-dihydro-[1,2,4]triazolo[1,5-a]pyrazine-7(8H)-carboxylate ClC1=C(C(=CC=C1)F)NC(=O)C1=CC(=C(C=C1O[C@H](C(F)(F)F)C)C1=NN2C(CN(CC2)C(=O)OC(C)(C)C)=N1)F